C(C)(=O)N1CC(C1)C(=O)NCCCN(CCCCCCCC(=O)OCCC(CCCC)CCCC)CCCCCCCC(=O)OC(CCCCCCCC)CCCCCCCC 3-Butylheptyl 8-((3-(1-acetylazetidine-3-carboxamido)propyl)(8-(heptadecan-9-yloxy)-8-oxooctyl)amino)octanoate